methyl (2R)-2-{[(E)-{2-chloro-4-fluoro-5-[3-methyl-2,6-dioxo-4-(trifluoromethyl)-3,6-dihydropyrimidin-1(2H)-yl]benzylidene} amino] oxy}propanoate ClC1=C(\C=N\O[C@@H](C(=O)OC)C)C=C(C(=C1)F)N1C(N(C(=CC1=O)C(F)(F)F)C)=O